FC(OC=1C=C(OC=2N=NNC2)C=CC1)(F)F 4-(3-(trifluoromethoxy)phenoxy)-1H-1,2,3-triazole